FC=1C=C(C=C(C1)C(F)(F)F)O 3-fluoro-5-(trifluoromethyl)-phenol